FC=1C=C2C(=NC1CC(C)=O)C(CC2)(C)C 1-(3-fluoro-7,7-dimethyl-6,7-dihydro-5H-cyclopenta[b]pyridin-2-yl)propan-2-one